2-(4-azaspiro[2.5]octan-7-yl)-6-[8-(difluoromethoxy)-2-methyl-imidazo[1,2-b]pyridazin-6-yl]thieno[3,2-b]pyridine C1CC12NCCC(C2)C2=CC1=NC=C(C=C1S2)C=2C=C(C=1N(N2)C=C(N1)C)OC(F)F